2-(3-(9-(1-((6-chloro-2-(1-methyl-1H-1,2,4-triazol-3-yl)pyridin-3-yl)amino)ethyl)-4,7-dimethyl-5-oxo-4,5-dihydro-3H-pyrazolo[3,4-c]isoquinolin-3-yl)azetidin-1-yl)acetonitrile ClC1=CC=C(C(=N1)C1=NN(C=N1)C)NC(C)C=1C=2C3=C(N(C(C2C=C(C1)C)=O)C)N(N=C3)C3CN(C3)CC#N